3-FORMYL-BENZAMIDINE HYDROCHLORIDE Cl.C(=O)C=1C=C(C(=N)N)C=CC1